NC=1C2=C(N=C(N1)SCCC)N(N=N2)C2CC(C1C2OC(O1)(C)C)O 6-[7-Amino-5-(propylthio)-3H-1,2,3-triazolo[4,5-d]-pyrimidin-3-yl]-tetrahydro-2,2-dimethyl-4H-cyclopenta-1,3-dioxol-4-ol